Ethyl((S)-((9H-fluoren-9-yl)oxy)(phenyl)phosphoryl)-L-alaninate C(C)N([C@@H](C)C(=O)[O-])[P@](=O)(C1=CC=CC=C1)OC1C2=CC=CC=C2C=2C=CC=CC12